2-{6-[3-(1-ethylpiperidin-4-yl)-5-fluorocinnolin-7-yl]-2-methylimidazo[1,2-b]pyridazin-8-yl}ethan-1-ol C(C)N1CCC(CC1)C=1N=NC2=CC(=CC(=C2C1)F)C=1C=C(C=2N(N1)C=C(N2)C)CCO